8-amino-9-chloro-2,3-dihydro-1H-phenalen-1-one NC=1C=C2C=CC=C3CCC(C(C1Cl)=C32)=O